CNC(=O)C1=CC(=NC(=C1)C=1N=NN(C1)C=1C(=C(C(=O)O)C=CC1)O)C=1N=NN(C1)C=1C(=C(C(=O)O)C=CC1)O 4'-((4-(methylcarbamoyl)pyridine-2,6-diyl)bis(1H-1,2,3-triazole-4,1-diyl))bis(2-hydroxybenzoic acid)